(R)-1,1,1-trifluoro-2-((S)-5-methyl-9-(trifluoromethyl)-5,6-dihydropyrazolo[1,5-a][1,2,4]triazolo[3,4-c]pyrazin-3-yl)propan-2-ol FC([C@](C)(O)C1=NN=C2C=3N(C[C@@H](N21)C)N=C(C3)C(F)(F)F)(F)F